C1(CC1)C1=CN(C=2N=CN=C(C21)N2C[C@H](N(CC2)C(=O)OC(C)(C)C)C(F)F)C2=CC(=CC(=C2)F)F tert-Butyl (S)-4-(5-cyclopropyl-7-(3,5-difluorophenyl)-7H-pyrrolo[2,3-d]pyrimidin-4-yl)-2-(difluoromethyl)piperazine-1-carboxylate